OC1=C(C=CC=C1)C(\C=C\C1=CC(=C(C=C1)C(C)C)OC)=O (E)-1-(2-hydroxyphenyl)-3-(4-isopropyl-3-methoxyphenyl)prop-2-en-1-one